NC1CN(C1)C(=O)C1=C(C=C(NC=2C=3N(C=CN2)C(=CN3)C=3C(=NN(C3)CC#N)C(F)(F)F)C=C1)Cl 2-[4-[8-[4-(3-aminoazetidine-1-carbonyl)-3-chloroanilino]imidazo[1,2-a]pyrazin-3-yl]-3-(trifluoromethyl)pyrazol-1-yl]acetonitrile